2-{[6-[6-[(4-Cyano-2-fluoro-phenyl)methoxy]-2-pyridinyl]-3-pyridinyl]methyl}-3-(2-methoxyethyl)benzimidazole-5-carboxylic acid methyl ester COC(=O)C1=CC2=C(N=C(N2CCOC)CC=2C=NC(=CC2)C2=NC(=CC=C2)OCC2=C(C=C(C=C2)C#N)F)C=C1